1-isocyanato-2-(2-isocyanatoeth-1-yl)-cyclohexane N(=C=O)C1C(CCCC1)CCN=C=O